9,9-bis(2-cyanoethyl)fluorene C(#N)CCC1(C2=CC=CC=C2C=2C=CC=CC12)CCC#N